BrC=1C2=CN(N=C2C(=CC1)O[C@H](COC)C)C (S)-4-bromo-7-((1-methoxypropan-2-yl)oxy)-2-methyl-2H-indazole